5-[5-({1-[(2E)-2-(aminomethyl)-3-fluoroprop-2-en-1-yl]-5-oxo-1,5-dihydro-4H-1,2,4-triazol-4-yl}methyl)thiophen-2-yl]pyridine-2-carbonitrile hydrochloride Cl.NC/C(/CN1N=CN(C1=O)CC1=CC=C(S1)C=1C=CC(=NC1)C#N)=C\F